1-octadecanoyl-2-(9Z-octadecenoyl)-sn-glycero-3-phospho-N-hexadecanoyl-L-serine CCCCCCCCCCCCCCCCCC(=O)OC[C@H](COP(=O)(O)OC[C@@H](C(=O)O)NC(=O)CCCCCCCCCCCCCCC)OC(=O)CCCCCCC/C=C\CCCCCCCC